C(CCCCCCCCCCCCCCC)[N+](CCCCCCCCCCCCCCCC)(CCCCCCCCCCCCCCCC)CCCCCCCCCCCCCCCC tetracetyl-ammonium